FC=1C(=NC(=NC1)NC=1C=NN(C1)CCO)OCC1CCC(CC1)NC(C)=O N-((1R,4R)-4-(((5-fluoro-2-((1-(2-hydroxyethyl)-1H-pyrazol-4-yl)amino)pyrimidin-4-yl)oxy)methyl)cyclohexyl)acetamide